(8-((4-(isobutylamino)-3-(trifluoromethyl)-1H-pyrrolo[2,3-b]pyridin-6-yl)amino)-2,3-dihydrobenzo[b][1,4]dioxin-5-yl)(morpholino)methanone C(C(C)C)NC1=C2C(=NC(=C1)NC1=CC=C(C3=C1OCCO3)C(=O)N3CCOCC3)NC=C2C(F)(F)F